C(C)(C)(C)N1N=C(C(=C1NC1=CC(=NC=C1)OCCCCC(=O)OC(C)(C)C)C(N)=O)C1=CC=C(C=C1)[N+](=O)[O-] tert-butyl 5-[(4-{[1-tert-butyl-4-carbamoyl-3-(4-nitrophenyl)-1H-pyrazol-5-yl]amino} pyridin-2-yl)oxy]pentanoate